NC1=NC(=C2N=CN(C2=N1)[C@H]1C[C@H](C1)COP(=O)(OC1=CC=C(C=C1)Br)NC(C(=O)OC)(C)C)OC methyl 2-((((cis-3-(2-amino-6-methoxy-9H-purin-9-yl) cyclobutyl)methoxy)(4-bromophenoxy) phosphoryl) amino)-2-methylpropanoate